phenoxy-N-methyl-N-(2-(2-methylbenzyloxy)ethyl)-phosphoramide O(C1=CC=CC=C1)NP(=O)(N(CCOCC1=C(C=CC=C1)C)C)N